(S)-N'-(8-cyano-1,2,3,5,6,7-hexahydro-s-indacen-4-ylcarbamoyl)-2-(2-hydroxypropan-2-yl)thiazole-5-sulfonimidamide C(#N)C=1C=2CCCC2C(=C2CCCC12)NC(=O)N=[S@@](=O)(N)C1=CN=C(S1)C(C)(C)O